3-acrylamido-N-(2-carboxyethyl)-N,N-dimethylpropane-1-aminium C(C=C)(=O)NCCC[N+](C)(C)CCC(=O)O